(+/-)-isopropyl (1S,3S)-3-((2-(5-(((cyclopentyl(methyl)carbamoyl)oxy)methyl)-1-methyl-1H-pyrazol-4-yl)pyrimidin-5-yl)oxy)cyclohexane-1-carboxylate C1(CCCC1)N(C(=O)OCC1=C(C=NN1C)C1=NC=C(C=N1)O[C@@H]1C[C@H](CCC1)C(=O)OC(C)C)C |r|